OC1CCN(CC1)C1=CC=C(C=N1)C(=O)NC1=NN(C(=C1)C1=NC2=C(N1)C=CC(=C2)C)CC2=CC=C(C=C2)OC 6-(4-hydroxy-1-piperidyl)-N-[1-[(4-methoxyphenyl)methyl]-5-(5-methyl-1H-benzimidazol-2-yl)pyrazol-3-yl]pyridine-3-carboxamide